1-(prop-2-enoyl)piperidin-4-one C(C=C)(=O)N1CCC(CC1)=O